pentaerythritol tetrakis(4-mercaptovalerate) SC(CCC(=O)OCC(COC(CCC(C)S)=O)(COC(CCC(C)S)=O)COC(CCC(C)S)=O)C